COC1=C(C=CC=C1)C(C(=O)OC)CC1=CC=CC=C1 methyl 2-(2-methoxyphenyl)-3-phenylpropionate